C(C)OC=1C=C(C(=O)N)C=CC1C=1NC(C2=C(N1)NN=N2)=O 3-ethoxy-4-(7-oxo-6,7-dihydro-3H-[1,2,3]triazolo[4,5-d]pyrimidin-5-yl)benzamide